NC1=CC(=C(C=C1)SC1=C(C=CC=C1)C1=NC(=NC=C1)NC1COC1)F 4-(2-((4-Amino-2-fluorophenyl)thio)phenyl)-N-(oxetan-3-yl)pyrimidin-2-amine